CP(=O)(C)C=1C=CC=C2C(=CNC12)C1=NC(=NC=C1C#N)OCC(F)(F)F 4-(7-(Dimethylphosphoryl)-1H-indol-3-yl)-2-(2,2,2-trifluoroethoxy)pyrimidine-5-carbonitrile